FC=1C=C(C=C(C1)F)C1=CC(=CC=C1)[C@@H]1N(OCC1)C1=CC(=NC=N1)NC=1C(=CC(=C(C1)NC(C=C)=O)N(C)CCN(C)C)OC (R)-N-(5-((6-(3-(3',5'-difluoro-[1,1'-biphenyl]-3-yl)-isoxazolidin-2-yl)-pyrimidin-4-yl)-amino)-2-((2-(dimethylamino)-ethyl)(methyl)-amino)-4-methoxy-phenyl)acrylamide